NCC1N(CCCC1)C1=C(C(=O)OC)C=C(C(=C1)C(=O)OC)[N+](=O)[O-] dimethyl 2-(2-(aminomethyl) piperidin-1-yl)-5-nitroterephthalate